acryloyloxydodecyl-triethoxysilane methyl-4-cyclohexyl-3,5-dimethoxybenzoate COC(C1=CC(=C(C(=C1)OC)C1CCCCC1)OC)=O.C(C=C)(=O)OCCCCCCCCCCCC[Si](OCC)(OCC)OCC